3-methyl-1H-imidazol CN1CNC=C1